N-{3-fluoro-4-[6-methoxy-7-(3-morpholinopropoxy)quinolin-4-oxy]phenyl}-7-(2,6-dichloro-5-fluorophenyl)pyrazolo[1,5-a]pyrimidine-5-carboxamide FC=1C=C(C=CC1OC1=CC=NC2=CC(=C(C=C12)OC)OCCCN1CCOCC1)NC(=O)C1=NC=2N(C(=C1)C1=C(C=CC(=C1Cl)F)Cl)N=CC2